CN(C(CN1C(NC2=NC=C(C=C21)C=2C=C(C=CC2)C)=O)=O)C N,N-dimethyl-2-(2-oxo-6-(m-tolyl)-2,3-dihydro-1H-imidazo[4,5-B]pyridin-1-yl)acetamide